ClC1=NC(=NC(=C1C#N)Cl)SC 4,6-dichloro-2-methylsulfanyl-pyrimidine-5-carbonitrile